CC1(CCC=2C(=NC(=NC2C1)N1CC2(CN(C2)C(C=C)=O)CC1)N[C@H](CN1N=CC=C1)CC(C)C)C 1-(6-(7,7-dimethyl-4-(((2S)-4-methyl-1-(1H-pyrazol-1-yl)-2-pentanyl)amino)-5,6,7,8-tetrahydro-2-quinazolinyl)-2,6-diazaspiro[3.4]octan-2-yl)-2-propen-1-one